C1(CC1)C(=O)N1CCC2(CC1)OC=1C=C(C=CC1C=1N=C(SC12)NC(=O)C=1C(=NC=NC1OC)OC)C(F)(F)F N-(1'-(cyclopropanecarbonyl)-7-(trifluoromethyl)spiro[chromeno[4,3-d]thiazole-4,4'-piperidin]-2-yl)-4,6-dimethoxypyrimidine-5-carboxamide